FC=1C=C(C=CC1)N1CC2=C(N=C(N=C2N[C@@H](CN2CCCC2)C2=CC=CC=C2)N[C@H](CC)C2CCC(CC2)C(=O)O)CC1 (1R,4r)-4-((R)-1-((6-(3-fluorophenyl)-4-(((R)-1-phenyl-2-(pyrrolidin-1-yl)ethyl)amino)-5,6,7,8-tetrahydropyrido[4,3-d]pyrimidin-2-yl)amino)propyl)cyclohexane-1-carboxylic acid